C1(CC1)C(C#N)CC1=CC(=CC=C1)F 2-cyclopropyl-3-(3-fluorophenyl)propanenitrile